N-((3S,4S)-3-((7-(2,6-dichloro-3,5-dimethoxyphenyl)-5-(((tetrahydrofuran-2-yl)methyl)amino)-2,6-naphthyridin-3-yl)amino)tetrahydro-2H-pyran-4-yl)acrylamide ClC1=C(C(=C(C=C1OC)OC)Cl)C1=NC(=C2C=C(N=CC2=C1)N[C@@H]1COCC[C@@H]1NC(C=C)=O)NCC1OCCC1